C(C)OC(=O)C=1N=COC1 4-Oxazolecarboxylic acid ethyl ester